C(C)(C)(C)OC(=O)N1C(CCC1)C=1C=C(C=C2CCOCC12)C=1C(=C2C(=NC1)NC=C2C)C 2-(6-(3,4-dimethyl-1H-Pyrrolo[2,3-b]pyridin-5-yl)isochroman-8-yl)pyrrolidine-1-carboxylic acid tert-butyl ester